bis(3-chloropyridinyl)palladium ClC=1C(=NC=CC1)[Pd]C1=NC=CC=C1Cl